COC=1C=C(C=C(C1)C=1C=NN(C1)C1COC1)NC1=CC=NC2=CC=C(C=C12)OC(F)(F)F N-(3-methoxy-5-(1-(oxetan-3-yl)-1H-pyrazol-4-yl)phenyl)-6-(trifluoromethoxy)quinolin-4-amine